C(C)NCCC1=CNC2=CN=CC=C21 3-(N-ethylaminoethyl)-pyrrolo[2,3-c]pyridine